6-(benzofuran-5-ylsulfanyl)-2-((1-(tetrahydro-2H-pyran-2-yl)-1H-pyrazol-3-yl)methyl)phthalazin-1(2H)-one O1C=CC2=C1C=CC(=C2)SC=2C=C1C=NN(C(C1=CC2)=O)CC2=NN(C=C2)C2OCCCC2